ClC=1C(=NC(=NC1)NC1CCOCC1)C1=CC=C2CN(C(C2=C1)=O)[C@@H](C(=O)N[C@H]([C@H](C)O)C1=CC=CC=C1)CC (2R)-2-(6-{5-chloro-2-[(oxan-4-yl)amino]pyrimidin-4-yl}-1-oxo-2,3-dihydro-1H-isoindol-2-yl)-N-[(1S,2S)-2-hydroxy-1-phenylpropyl]butanamide